COC(C1=C(N=C(C=C1OC(C)C)OC(C)C)N)=O 2-amino-4,6-diisopropoxy-nicotinic acid methyl ester